(3R,6S)-6-((2-(methylsulfonyl)ethoxy)methyl)tetrahydro-2H-pyran CS(=O)(=O)CCOC[C@@H]1CCCCO1